N,N'-(2,2'-dimethyl-[1,1'-biphenyl]-3,3'-diyl)bis(4-hydroxy-4,5,6,7-tetrahydropyrazolo[1,5-a]pyridine-2-carboxamide) CC1=C(C=CC=C1NC(=O)C1=NN2C(C(CCC2)O)=C1)C1=C(C(=CC=C1)NC(=O)C1=NN2C(C(CCC2)O)=C1)C